C12C(CC(C=C1)C2)C(=O)O bicyclo(2.2.1)-5-heptene-2-carboxylic acid